C(C)OC1=C(C(=C(C=C1)C1=CC=C(C=C1)CCC)F)F 1-ethoxy-2,3-difluoro-4-(4-propylphenyl)benzene